(R)-N-((R)-(1-(4-Bromo-3-fluorophenyl)cyclopropyl)(cyano)methyl)-2-methylpropane-2-sulfinamide BrC1=C(C=C(C=C1)C1(CC1)[C@@H](N[S@](=O)C(C)(C)C)C#N)F